FC=1C=C(CC=2C(=CNC2)C)C=CC1C(F)(F)F 4-(3-Fluoro-4-(trifluoromethyl)benzyl)-3-methyl-1H-pyrrol